7-(2,4-dimethoxybenzyl)-2-(4-(dimethylamino)cyclohexyl)-2,9-dimethyl-2,3,6,7-tetrahydrofuro[3,2-g]isoquinolin-8(5H)-one COC1=C(CN2C(C3=C(C4=C(C=C3CC2)CC(O4)(C)C4CCC(CC4)N(C)C)C)=O)C=CC(=C1)OC